8-(2-(((tert-butyldimethylsilyl)oxy)methyl)thieno[3,2-b]pyridin-7-yl)-1-(1-(tert-butylsulfonyl)-1-azaspiro[4.4]nonan-3-yl)-1,2,3,4-tetrahydroquinoline-6-carbonitrile [Si](C)(C)(C(C)(C)C)OCC1=CC2=NC=CC(=C2S1)C=1C=C(C=C2CCCN(C12)C1CN(C2(C1)CCCC2)S(=O)(=O)C(C)(C)C)C#N